COC(=O)C=1C=C2C=3C(C4=C(C(C3NC2=C(C1)F)=O)C=CC=C4)=O.BrCCC4CCOCC4 4-(2-Bromoethyl)tetrahydropyran methyl-4-fluoro-6,11-dioxo-6,11-dihydro-5H-benzo[b]carbazole-2-carboxylate